ClCCCNC(=O)NCC(F)(F)F 1-(3-chloropropyl)-3-(2,2,2-trifluoroethyl)urea